CC=1N(C2=C(C=NC(=C2C2=CC=CC=C2)C)N1)CC1=C(C=C(C=C1F)S(=O)(C)=N)F (4-((2,6-dimethyl-7-phenyl-1H-imidazo[4,5-c]pyridin-1-yl)methyl)-3,5-difluorophenyl)(imino)(methyl)-λ6-sulfanone